F[C@@H]1C[C@@]2(CCCN2C1)COC1=C(C=CC=2C(C(C=C(C12)F)F)(C#C)C1=CC=2N=C(N=C(C2C=N1)[C@@H]1[C@@H](C1)OC)NC)O [(2R,7aS)-2-fluoro-hexahydropyrrolizin-7a-yl]methoxy-8-fluoro-5-([(1R,2R)-2-methoxycyclopropyl](methyl)aminopyrido[4,3-d]pyrimidin-7-yl)-5-ethynyl-6-fluoronaphthalen-2-ol